C(C)OC(=O)C1=CC(=NO1)CC1=CC=C(C=C1)C 3-(4-methylbenzyl)isoxazole-5-carboxylic acid ethyl ester